FC=1C=C(C=CC1C1=C(C(=C(C=C1)F)F)F)C1=CCC(CC1)C1OCC(CC1)CCC 2-[4-[3-fluoro-4-(2,3,4-trifluorophenyl)phenyl]Cyclohex-3-en-1-yl]-5-propyl-tetrahydropyran